potassium (D)-β-hydroxybutyrate OC(CC(=O)[O-])C.[K+]